sodium naphthoimidazole N1=CNC2=C1C1=CC=CC=C1C=C2.[Na]